tertbutyl (3s)-3-[7-(2-cyano-3,6-difluoro-phenoxy)quinoxalin-2-yl]-1-oxa-8-azaspiro[4.5]decane-8-carboxylate C(#N)C1=C(OC2=CC=C3N=CC(=NC3=C2)[C@H]2COC3(C2)CCN(CC3)C(=O)OC(C)(C)C)C(=CC=C1F)F